5-(benzyloxy)-2-methylbenzo[b]thiophene-3-carboxylic acid C(C1=CC=CC=C1)OC1=CC2=C(SC(=C2C(=O)O)C)C=C1